4-(((3S,5S)-5-fluoropiperidin-3-yl)amino)-6-(1-(tetrahydro-2H-pyran-4-yl)-1H-pyrazol-4-yl)pyrido[3,2-d]pyrimidine-8-carboxamide F[C@H]1C[C@@H](CNC1)NC=1C2=C(N=CN1)C(=CC(=N2)C=2C=NN(C2)C2CCOCC2)C(=O)N